({[2-methyl-6-(propan-2-yl)phenyl]carbamoyl}oxy)-3-(1H-pyrazol-1-yl)propanoic acid ethyl ester C(C)OC(C(CN1N=CC=C1)OC(NC1=C(C=CC=C1C(C)C)C)=O)=O